4-(((2Z)-5-(4-fluorobenzylidene)-4-oxo-3-phenylthiazolidin-2-ylidene)amino)benzenesulphonamide FC1=CC=C(C=C2C(N(/C(/S2)=N/C2=CC=C(C=C2)S(=O)(=O)N)C2=CC=CC=C2)=O)C=C1